O=C1O[C@H](CN1)CN1C(C2=CC=CC=C2C1=O)=O (R)-2-((2-oxooxazolidin-5-yl)methyl)isoindoline-1,3-dione